C(C)(SC[C@@H]1C[C@@H](C1)NC(=O)OC(C)(C)C)=O S-(((cis)-3-((tert-Butoxycarbonyl)amino)cyclobutyl)methyl) ethanethioate